1-isocyanatobicyclo[1.1.1]pentane N(=C=O)C12CC(C1)C2